FC=1C=CC(=C(OCC(=O)OCC)C1)CNC(=O)[C@H]1N(C[C@@H](C1)O)C([C@H](C(C)(C)C)NC(=O)C1(CC1)F)=O Ethyl 2-(5-fluoro-2-(((2S,4R)-1-((S)-2-(1-fluorocyclopropanecarboxamido)-3,3-dimethylbutanoyl)-4-hydroxypyrrolidine-2-carboxamido)methyl)phenoxy)acetate